5-Propyl-1,4-cyclooctandiol C(CC)C1C(CCC(CCC1)O)O